tert-butyl 2-(3-(1,3-dioxolan-2-yl)-2-((8-fluoro-5-((S)-2-methylazetidin-1-yl)-2-(methylthio)pyrido[4,3-d]pyrimidin-7-yl)oxy)phenyl)pyrrolidine-1-carboxylate O1C(OCC1)C=1C(=C(C=CC1)C1N(CCC1)C(=O)OC(C)(C)C)OC1=C(C=2N=C(N=CC2C(=N1)N1[C@H](CC1)C)SC)F